fluorenediamine C1=CC=C2C3=C(C(C2=C1)N)C(=CC=C3)N